CN(C)C=CC dimethylaminopropene